CC1=C(OC(C(=O)O)(C)C)C(=CC(=C1)CN1C=NN(C1=O)C1=CC=CC=C1)C 2-(2,6-Dimethyl-4-((5-oxo-1-phenyl-1,5-dihydro-4H-1,2,4-triazol-4-yl)methyl)phenoxy)-2-methylpropanoic acid